5-((4-diphenylmethyl-1,4-diazepan-1-yl)methyl)-2-(2,4-dioxotetrahydropyrimidine-1(2H)-yl)isoindoline-1,3-dione C1(=CC=CC=C1)C(N1CCN(CCC1)CC=1C=C2C(N(C(C2=CC1)=O)N1C(NC(CC1)=O)=O)=O)C1=CC=CC=C1